N-methacryloxypropylacrylamide C(C(=C)C)(=O)OCCCNC(C=C)=O